C(CC)C(CCCCCCCCCC)OCCO 2-[(1-n-propylundecyl)oxy]ethanol